methyl-1H-pyrrolo[3,2-b]pyridine-5-carbonitrile CN1C=CC2=NC(=CC=C21)C#N